2-((3,5-dicyano-4-cyclopropyl-6-((R)-3-hydroxypiperidin-1-yl)pyridin-2-yl)thio)-2-phenylacetamide C(#N)C=1C(=NC(=C(C1C1CC1)C#N)N1C[C@@H](CCC1)O)SC(C(=O)N)C1=CC=CC=C1